(3-chloro-4-fluorophenyl)-6-[4-[(diethylamino)methyl]-1-piperidinyl]-pyrimido[5,4-d]pyrimidin-4-amine dihydrochloride Cl.Cl.ClC=1C=C(C=CC1F)C=1N=C(C2=C(N1)C=NC(=N2)N2CCC(CC2)CN(CC)CC)N